2-(Trifluoromethyl)-5-(3-(trifluoromethyl)phenyl)-N-(3-(chloromethyl)-1,2,4-thiadiazol-5-yl)furan-3-Carboxamide FC(C=1OC(=CC1C(=O)NC1=NC(=NS1)CCl)C1=CC(=CC=C1)C(F)(F)F)(F)F